C1=CC=CC=2C3=CC=CC=C3C(C12)N([C@H](C(=O)O)CCC1=CC=C(C=C1)C)C(=O)OC (2S)-2-(9H-fluoren-9-yl-methoxycarbonyl-amino)-4-(4-methyl-phenyl)butanoic acid